BrC1=CC=C(C=C1)[C@]12[C@](C=3C(=NC(=CC3O1)Cl)OC)([C@@H]([C@@H]([C@H]2C2=CC=CC=C2)CN2CCC(CC2)F)O)O |r| rac-(5aR,6S,7S,8R,8aS)-5a-(4-bromophenyl)-3-chloro-7-((4-fluoropiperidin-1-yl)methyl)-1-methoxy-6-phenyl-5a,6,7,8-tetrahydro-8aH-cyclopenta[4,5]furo[3,2-c]pyridine-8,8a-diol